5-Aminobromo-4-methylbenzonitrile NC=1C(=CC(=C(C#N)C1)Br)C